tert-butyl ((1-(7-oxo-7,8-dihydro-1,8-naphthyridin-4-yl)piperidin-4-yl)methyl)carbamate O=C1C=CC=2C(=CC=NC2N1)N1CCC(CC1)CNC(OC(C)(C)C)=O